2-Phenylpropan-2-yl (Z)-3-aminobut-2-enoate N\C(=C/C(=O)OC(C)(C)C1=CC=CC=C1)\C